CC1=CC=C(C=C1)S(=O)(=O)OC=1C=C(C=CC1)NC(=O)NC1=CC=C(C=C1)OS(=O)(=O)C1=CC=CC=C1 N-[3-(p-toluenesulfonyloxy)phenyl]-N'-[4-(benzenesulfonyloxy)phenyl]urea